C(C)OC([C@H]([C@H](CC(=C)C)C=C)NC1=CC=C(C=C1)OC)=O (2S,3R)-2-(4-Methoxyanilino)-5-methyl-3-vinyl-hex-5-enoic acid ethyl ester